C[C@@H]1[C@@H](CNCC1)NC(OC(C)(C)C)=O tert-butyl N-[(3S,4S)-4-methyl-3-piperidyl]carbamate